COC(=O)[C@H]1N(C[C@H](C1)O)C(CNC(C1=CC=C(C=C1)OC1=CC=CC=C1)=O)=O.C(C)(=O)C1=CC=C(C=C1)C=1OC=CC1 2-(4-acetylphenyl)furan methyl-(2S,4S)-4-hydroxy-1-((4-phenoxybenzoyl)glycyl)pyrrolidine-2-carboxylate